N2-(cyclopropylmethyl)-N4-(3-(methylsulfonyl)phenyl)-6-(6-(trifluoromethyl)pyridin-2-yl)-1,3,5-triazine-2,4-diamine C1(CC1)CNC1=NC(=NC(=N1)NC1=CC(=CC=C1)S(=O)(=O)C)C1=NC(=CC=C1)C(F)(F)F